2-chloro-4,4,4-trifluorobutanol ClC(CO)CC(F)(F)F